N-[3-fluoro-4-[(7-methoxy-1,5-naphthyridin-4-yl)oxy]phenyl]-5-(4-fluorophenyl)-1-methyl-4-oxopyridine-3-carboxamide FC=1C=C(C=CC1OC1=CC=NC2=CC(=CN=C12)OC)NC(=O)C1=CN(C=C(C1=O)C1=CC=C(C=C1)F)C